CC1=NC2=CC=C(C=C2C(=C1)C)C(=O)O 2,4-dimethylquinoline-6-carboxylic acid